C(#N)CC1(C[C@H]2CC[C@@H](C1)N2C(C(F)(F)C=2C=C(C(=O)NC1=CC(=C(C=C1)F)C)C=CC2F)=O)O 3-(2-((1R,5S)-3-(cyanomethyl)-3-hydroxy-8-azabicyclo[3.2.1]octan-8-yl)-1,1-difluoro-2-oxoethyl)-4-fluoro-N-(4-fluoro-3-methylphenyl)benzamide